COC=1C(C=C(OC1)CC1(C(N(C(=C(C1)C(=O)N(C)C)C)C1=CC(=CC=C1)C(F)(F)F)=O)C(=O)N)=O 3-[(5-methoxy-4-oxo-4H-pyran-2-yl)methyl]-N5,N5,6-trimethyl-2-oxo-1-[3-(trifluoromethyl)phenyl]-1,2-dihydropyridine-3,5-dicarboxamide